BrC1=C(C=C(C=C1)Cl)NCCN[C@@H](CC1=CC=CC=C1)C(=O)OC methyl (2-((2-bromo-5-chlorophenyl)amino)ethyl)phenylalaninate